O=C1N(CC2=C(C=CC=C12)SCC1=CC=C(C=C1)CCN1CCCC1)C1C(NC(CC1)=O)=O 3-(1-oxo-4-((4-(2-(pyrrolidin-1-yl)ethyl)benzyl)thio)isoindolin-2-yl)piperidine-2,6-dione